ClC1=CC=C(C=C1)OB([O-])[O-].C(CCCCCCCCCCC)[N+](CCCCCCCCCCCC)(CCCCCCCCCCCC)CCCCCCCCCCCC.C(CCCCCCCCCCC)[N+](CCCCCCCCCCCC)(CCCCCCCCCCCC)CCCCCCCCCCCC tetradodecyl-ammonium (4-chlorophenyl)borate